C(C)(C)(C)OC(=O)N1CC(C(CC1)NNC(C1=CC=CC=C1)=O)(F)F 4-(2-benzoylhydrazino)-3,3-difluoro-piperidine-1-carboxylic acid tert-butyl ester